methyl 3-((4-bromo-6-fluoro-1H-indol-5-yl)sulfinyl)benzimidothioate hydroiodide I.BrC1=C2C=CNC2=CC(=C1S(=O)C=1C=C(C(=N)SC)C=CC1)F